tert-butyl (R)-4-(2,4-difluoro-5-(methylsulfinyl)-phenyl)-piperazine-1-carboxylate FC1=C(C=C(C(=C1)F)[S@](=O)C)N1CCN(CC1)C(=O)OC(C)(C)C